C(OCC1=NC(=NC(=C1F)NC1=NNC(=C1)C)N(C)C1C[C@H]2CCC[C@@H](C1)N2S(=O)(=O)CC)(OC(C)C)=O (2-(((1R,3s,5S)-9-(ethylsulfonyl)-9-azabicyclo[3.3.1]nonan-3-yl)(methyl)amino)-5-fluoro-6-((5-methyl-1H-pyrazol-3-yl)amino)pyrimidin-4-yl)methyl isopropyl carbonate